C1(=CC=CC=C1)C1=CC(=C(C=C1)C1=CC=C(C=C1)C1=CC=CC=C1)C(C)=O 4,4'-diphenyl-acetyl-biphenyl